C(C)(C)(C)OC(C1=C(C=C(C=C1C)F)Br)=O.FC(OC=1C=C(N)C=C(C1C)CN1CCOCC1)F 3-(difluoromethoxy)-4-methyl-5-(morpholinomethyl)aniline tert-butyl-2-bromo-4-fluoro-6-methylbenzoate